NC=1N(C=CN1)C1=CC=C(C=C1)\C=C/1\C(=C(C2=CC(=CC=C12)F)CC(=O)O)C 2-[(1Z)-1-{[4-(2-amino-1H-imidazol-1-yl)phenyl]methylene}-5-fluoro-2-methyl-1H-inden-3-yl]acetic acid